tris(phenylsulfonyl)-[1,1':2',1''-terphenyl]-4-carbonitrile C1(=CC=CC=C1)S(=O)(=O)C=1C(=C(C(=C(C1)C=1C(=CC=CC1)C1=CC=CC=C1)S(=O)(=O)C1=CC=CC=C1)S(=O)(=O)C1=CC=CC=C1)C#N